2-Methyl-3-phenyl-4H,6H,7H-pyrazolo[4,3-c]pyridine-5-carboxylic acid tert-butyl ester C(C)(C)(C)OC(=O)N1CC=2C(CC1)=NN(C2C2=CC=CC=C2)C